NC1=C(C(=C(C=C1)C1=CN(C=2N=C(N=C(C21)N)C)C)F)F 5-(4-amino-2,3-difluorophenyl)-2,7-dimethyl-7H-pyrrolo[2,3-d]pyrimidin-4-amine